methyl spiro[3H-furo[3,4-c]pyridine-1,3'-tetrahydropyran]-6-carboxylate O1CC2(CCC1)OCC=1C=NC(=CC12)C(=O)OC